CN(CCCNC1=CC(=NC2=CC(=CC=C12)C1=CC=NN1)N)C N4-(3-(dimethylamino)propyl)-7-(1H-pyrazol-5-yl)quinoline-2,4-diamine